1,1,1-trifluorobutane FC(CCC)(F)F